NC=1C(=C(C=CC1)C1=C2C=3CC[C@@H](CC3NC2=C(C=C1F)C(=O)N)C(C)(C)O)C (2S,5S)-5-(3-amino-2-methylphenyl)-6-fluoro-2-(2-hydroxypropan-2-yl)-2,3,4,9-tetrahydro-1H-carbazole-8-carboxamide